C(C)(C)(C)OC(=O)N1C[C@@H](N(CC1)C=1C=NC(=CC1)NC=1C(N(C=C(C1)Br)C)=O)C.C(C=C)(=O)N[Si](OC)(OC)OC acrylamidotrimethoxysilane tert-butyl-(3S)-4-{6-[(5-bromo-1-methyl-2-oxopyridin-3-yl)amino]pyridin-3-yl}-3-methylpiperazine-1-carboxylate